ClC1=CC=C2C(=N1)N=C(S2)NC(C2=CC=CC=C2)=O N-(5-chlorothiazolo[4,5-b]pyridin-2-yl)benzamide